4-(hydroxymethyl)cycloheptan-1-ol OCC1CCC(CCC1)O